CN(C1CCN(CC1)CC1=CC=C(C=C1)C=1C=CC2=C(N(C(=N2)C2=CC=C(C=C2)NS(=O)(=O)C)C)C1)C N-(4-(6-(4-((4-(Dimethylamino)piperidin-1-yl)methyl)phenyl)-1-methyl-1H-benzo[d]imidazol-2-yl)phenyl)methansulfonamid